5-(2,6-dichloro-4-nitrophenoxy)-1-phenylpyridin-2(1H)-one ClC1=C(OC=2C=CC(N(C2)C2=CC=CC=C2)=O)C(=CC(=C1)[N+](=O)[O-])Cl